heptansulfonic acid sodium salt [Na+].C(CCCCCC)S(=O)(=O)[O-]